C(CCCCCCCCCC)(=O)OP(OC[C@@H](CO)O)(=O)O undecanoyl-sn-glycero-3-phosphate